(S)-2'-oxo-r-((2-(trimethylsilyl)ethoxy)methyl)-1',2',5,7-tetrahydrospiro[cyclopenta[b]pyridine-6,3'-pyrrolo[2,3-b]pyridine]-3-carboxylic acid O=C1[C@]2(C=3C(=NC=CC3)N1COCC[Si](C)(C)C)CC=1C(=NC=C(C1)C(=O)O)C2